oxazol-5-ylmethyl (4-(2-(1-(oxetan-3-yl)piperidin-4-yl)ethyl)phenyl)carbamate O1CC(C1)N1CCC(CC1)CCC1=CC=C(C=C1)NC(OCC1=CN=CO1)=O